C(C)(C)(C)C1=CC(=NC=C1)N1C2=CC=C(C=C2C=2C=CC(=CC12)O)C1=CC=CC=C1 9-(4-(tert-butyl)pyridin-2-yl)-6-phenyl-9H-carbazol-2-ol